1-Ethyl-N-[(3S)-9-fluoro-2-oxo-5-phenyl-1,3-dihydro-1,4-benzodiazepin-3-yl]-5-[3-fluoro-5-(propan-2-ylamino)pyridin-2-yl]pyrazole-4-carboxamide C(C)N1N=CC(=C1C1=NC=C(C=C1F)NC(C)C)C(=O)N[C@@H]1C(NC2=C(C(=N1)C1=CC=CC=C1)C=CC=C2F)=O